N-(4-methyl-3-nitrophenyl)phenylacetamide CC1=C(C=C(C=C1)NC(CC1=CC=CC=C1)=O)[N+](=O)[O-]